C(C)(C)(C)OC(=O)N[C@H]1CN(C[C@H]1COC)C(=O)OCC1=CC=CC=C1 benzyl (3R,4R)-3-[[(tert-butoxy)carbonyl]amino]-4-(methoxymethyl)pyrrolidine-1-carboxylate